((2S,5R)-2,5-diethyl-4-(3-(trifluoromethyl)benzoyl)piperazin-1-yl)-4-methyl-2,4-dihydro-5H-pyrazolo[4,3-B]pyridin-5-one C(C)[C@@H]1N(C[C@H](N(C1)C(C1=CC(=CC=C1)C(F)(F)F)=O)CC)N1N=C2C(N(C(C=C2)=O)C)=C1